2-(5-(4-amino-3-(2-fluoro-4-phenoxyphenyl)-1H-pyrazolo[3,4-d]pyrimidin-1-yl)-3,3-dimethylpiperidin-1-carbonyl)-4-methyl-4-(4-(oxetan-3-yl)piperazin-1-yl)pent-2-enenitrile NC1=C2C(=NC=N1)N(N=C2C2=C(C=C(C=C2)OC2=CC=CC=C2)F)C2CC(CN(C2)C(=O)C(C#N)=CC(C)(N2CCN(CC2)C2COC2)C)(C)C